(trans)-N-(3-hydroxy-2-methyl-4-carbonylpyridin-1(4H)-yl)-3-(p-tolyl)acrylamide OC1=C(N(C=CC1=C=O)NC(\C=C\C1=CC=C(C=C1)C)=O)C